1,2-Diamino-9-((2R,3S,4R,5R)-4-fluoro-3-hydroxy-5-(hydroxymethyl)tetrahydrofuran-2-yl)-7-(prop-2-yn-1-yl)-7,9-dihydro-1H-purine-6,8-dione NN1C(=NC=2N(C(N(C2C1=O)CC#C)=O)[C@@H]1O[C@@H]([C@@H]([C@H]1O)F)CO)N